N[C@H]1[C@@H](CCCCC1)C1=C(C2=NC(=CC(=C2S1)NCC=1SC=CC1)Cl)Br trans-2-(2-aminocycloheptyl)-3-bromo-5-chloro-N-(2-thienylmethyl)thieno[3,2-b]pyridin-7-amine